C[Si](OP(=O)(O[Si](C)(C)C)C(C=1C=C2C=C(NC2=CC1)C(=O)[O-])(F)F)(C)C 5-({bis[(trimethylsilyl) oxy] phosphoryl} difluoromethyl)-1H-indole-2-carboxylate